2-[4-(2,5-difluorophenyl)-6-oxo-3-propan-2-ylpyridazin-1-yl]-N-(cis-3-hydroxy-3-methylcyclobutyl)acetamide FC1=C(C=C(C=C1)F)C=1C(=NN(C(C1)=O)CC(=O)NC1CC(C1)(C)O)C(C)C